FC1=C(C(=C(C=C1OC)OC)F)N(CCCNCC(F)(F)F)C=1C=C2N=C(C=NC2=CC1)C=1C=NN(C1)C N'-(2,6-Difluoro-3,5-dimethoxyphenyl)-N'-[3-(1-methylpyrazol-4-yl)quinoxalin-6-yl]-N-(2,2,2-trifluoroethyl)propane-1,3-diamine